glycidyl acrylate C(C=C)(=O)OCC1CO1